C(C)OC(=O)C=1NC2=CC(=C(C=C2C1)F)Br 6-bromo-5-fluoro-1H-indole-2-carboxylic acid ethyl ester